oxaCyclononane O1CCCCCCCC1